N1=CC=C(C=C1)C1SC[C@H](N1)C(=O)O (4R)-2-(pyridin-4-yl)thiazolidine-4-carboxylic acid